2-(2-(1-chloro-2-methylpropoxy)-2-oxoethyl)phenyl benzoate C(C1=CC=CC=C1)(=O)OC1=C(C=CC=C1)CC(=O)OC(C(C)C)Cl